N-(2-methylaminoethyl)-3-aminopropyl-trimethoxysilane CNCCNCCC[Si](OC)(OC)OC